N(=[N+]=[N-])CCCNC(CCCC(=O)NC1=C2CN(C(C2=CC=C1)=O)C1C(N(C(CC1)=O)C)=O)=O N1-(3-azidopropyl)-N5-(2-(1-methyl-2,6-dioxopiperidin-3-yl)-1-oxoisoindolin-4-yl)glutaramide